OC[C@]1(O)[C@@H](O)[C@H](O)[C@H](O)CO1 Beta-Fructopyranose